2-(3-fluoro-2-methoxy-5-(4-methyltetrahydro-2H-pyran-4-yl)phenyl)-2-((R)-3-(methyl(5-(5,6,7,8-tetrahydro-1,8-naphthyridin-2-yl)pentyl)amino)pyrrolidin-1-yl)acetic acid FC=1C(=C(C=C(C1)C1(CCOCC1)C)C(C(=O)O)N1C[C@@H](CC1)N(CCCCCC1=NC=2NCCCC2C=C1)C)OC